N(=[N+]=[N-])C(CC(C(=O)OCC1=NC(=CC(=C1N1CCC(CC1)CN)N)C1=C(C(=CC=C1)Cl)Cl)C1=CC=C(C=C1)OC)C=C (4-amino-3-(4-(aminomethyl)piperidin-1-yl)-6-(2,3-dichlorophenyl)pyridin-2-yl)methanol 2-azidobut-3-en-1-yl-2-(4-methoxy-phenyl)acetate